3-(difluoromethoxy)-N-[1-[3-[5-(2,2,2-trifluoroethoxy)-2-pyridyl]pyrazin-2-yl]ethyl]-5-(trifluoromethyl)benzamide FC(OC=1C=C(C(=O)NC(C)C2=NC=CN=C2C2=NC=C(C=C2)OCC(F)(F)F)C=C(C1)C(F)(F)F)F